CN1N=CC(=C1)N\C(\C)=C\1/C(NC2=CN=C(C=C21)C=2C=NC=CC2C)=O (Z)-3-(1-((1-methyl-1H-pyrazol-4-yl)amino)ethylidene)-5-(4-methylpyridin-3-yl)-1H-pyrrolo[2,3-c]pyridin-2(3H)-one